2-(p-fluorophenyl)isonicotinic acid FC1=CC=C(C=C1)C=1C=C(C(=O)O)C=CN1